ClC1=C(N=C2N(C1=O)C=C(N=C2C2=C(C=C(C=C2)Cl)F)[C@H]2C[C@@H](OCC2)C=2C=NN(C2)C)C 3-chloro-9-(4-chloro-2-fluorophenyl)-2-methyl-7-((2R,4R)-2-(1-methyl-1H-pyrazol-4-yl)tetrahydro-2H-pyran-4-yl)-4H-pyrazino[1,2-a]pyrimidin-4-one